C(C1=CC=CC=C1)OC(CNC(C1=C(C=CC=C1)N)=O)=O N-(2-aminobenzoyl)glycine benzyl ester